NC1=C(C=2C(=NC(=C(C2)C)O[C@@H]2CNCC2)N1C1=C2C=NNC2=CC=C1C)C#N (S)-2-amino-5-methyl-1-(5-methyl-1H-indazol-4-yl)-6-(pyrrolidin-3-yloxy)-1H-pyrrolo[2,3-b]pyridine-3-carbonitrile